BrC1=C(C=C(C=C1COC)O)C(\C=C\C=1OC(=CC1)C)=O 1-(2-bromo-3-methoxymethyl-5-hydroxyphenyl)-3-(5-methylfuran-2-yl)-(2E)-2-propen-1-one